6-((R)-1-(5,7-difluoro-2-((3R,4R)-4-fluoro-3-(methylamino)piperidin-1-yl)-1H-benzo[d]imidazol-1-yl)ethyl)nicotinonitrile FC1=CC2=C(N(C(=N2)N2C[C@H]([C@@H](CC2)F)NC)[C@H](C)C2=NC=C(C#N)C=C2)C(=C1)F